trans-4-(3-(2-(1H-indol-6-yl)vinyl)-1H-indazol-6-yl)pyrimidin-2-amine N1C=CC2=CC=C(C=C12)/C=C/C1=NNC2=CC(=CC=C12)C1=NC(=NC=C1)N